1-phenyl-1,4,5,6-tetrahydropyrrolo[3,2-c]pyrazole C1(=CC=CC=C1)N1N=CC2=C1CCN2